(S)-4-amino-N-(2,2-difluoro-1-(2-fluoro-4-(trifluoromethoxy)phenyl)ethyl)-N-methylimidazo[1,5-a]pyrido[3,4-e]pyrazine-8-carboxamide NC=1C=2N(C3=C(N1)C=NC(=C3)C(=O)N(C)[C@H](C(F)F)C3=C(C=C(C=C3)OC(F)(F)F)F)C=NC2